FC1=CC=C(C=C1)C=1C(C(=CN2CC3N(C(C21)=O)[C@@H](CO3)C)C(=O)O)=O (3R)-6-(4-fluorophenyl)-3-methyl-5,7-dioxo-2,3,5,7,11,11a-hexahydrooxazolo[3,2-a]pyrido[1,2-d]pyrazine-8-carboxylic acid